(S)-2-((4-chlorobutyl)sulfonyl)-3-phenylisoxazolidine ClCCCCS(=O)(=O)N1OCC[C@H]1C1=CC=CC=C1